2-amino-2-nitro-1,3-propanediol NC(CO)(CO)[N+](=O)[O-]